p-toluenesulfonyl-hydroxylamine trifluoromethanesulfonate FC(S(=O)(=O)O)(F)F.CC1=CC=C(C=C1)S(=O)(=O)NO